C1(CC1)N1C=NC2=C1C=C(C(=C2)C#CC2=NN(C(=C2C(=O)N)NC)[C@@H]2CN([C@H](C2)COC)C(C=C)=O)C 3-[2-(1-Cyclopropyl-6-methyl-1,3-benzodiazol-5-yl)ethynyl]-1-[(3S,5R)-5-(methoxymethyl)-1-(prop-2-enoyl)pyrrolidin-3-yl]-5-(methylamino)pyrazole-4-carboxamide